4-(4-chloro-2-methyl-thiazol-5-yl)-N-[(3S)-3-piperidyl]pyrimidin-2-amine ClC=1N=C(SC1C1=NC(=NC=C1)N[C@@H]1CNCCC1)C